N-hydroxy-3-(methylsulfonyl)benzenesulfonamide ONS(=O)(=O)C1=CC(=CC=C1)S(=O)(=O)C